2-methyl-1,4-bis(isopropoxycarbonyloxy)naphthalene tert-butyl-(E)-((1-(3-oxobut-1-en-1-yl)cyclopropyl)methyl)carbamate C(C)(C)(C)N(C(O)=O)CC1(CC1)\C=C\C(C)=O.CC1=C(C2=CC=CC=C2C(=C1)OC(=O)OC(C)C)OC(=O)OC(C)C